3-(5-((4-(3,4-Dichlorobenzyl)piperidin-1-yl)methyl)-4H-1,2,4-triazol-3-yl)-1H-indole-7-carboxylic acid methyl ester COC(=O)C=1C=CC=C2C(=CNC12)C1=NN=C(N1)CN1CCC(CC1)CC1=CC(=C(C=C1)Cl)Cl